5-[[1-[2-Oxo-2-[(2S)-2-cyanopyrrolidin-1-yl]ethyl]-4-piperidyl]amino]-N-(3-pyridyl)chinolin-8-carboxamid O=C(CN1CCC(CC1)NC1=C2C=CC=NC2=C(C=C1)C(=O)NC=1C=NC=CC1)N1[C@@H](CCC1)C#N